methyl tetrazoleacetate N1N=NN=C1CC(=O)OC